2-(trifluoromethyl)imidazo[1,2-a]pyrimidine-3-carboxylic acid FC(C=1N=C2N(C=CC=N2)C1C(=O)O)(F)F